N1=CC=C(C=C1)/C=C/C1=NN(C2=CC(=CC=C12)\C=C/1\C(NCC2=CC=CC=C12)=O)COCC[Si](C)(C)C (E)-4-((3-((E)-2-(pyridin-4-yl)vinyl)-1-((2-(trimethylsilyl)Ethoxy)methyl)-1H-indazol-6-yl)methylene)-1,4-dihydroisoquinolin-3(2H)-one